8-[1-(2-hydroxyethyl)-4-pyrazolylamino]-2-aza-2-spiro[4.5]decanecarboxamide OCCN1N=CC(=C1)NC1CCC2(CCN(C2)C(=O)N)CC1